BrC=1C(=C(C(=C(C1)C1=CC=CC=C1)S(=O)(=O)O)S(=O)(=O)O)Br dibromo-biphenyldisulfonic acid